4,7,10,13,16-docosapentaenoic acid C(CCC=CCC=CCC=CCC=CCC=CCCCCC)(=O)O